FC(C(=O)O)(F)F.C1NCC12CC(C2)N2CCN(CC2)C2=CC(=C(C(=O)N(C)C)C=C2)Cl 4-(4-(2-azaspiro[3.3]heptan-6-yl)piperazin-1-yl)-2-chloro-N,N-dimethylbenzamide 2,2,2-trifluoroacetate